C1(=CC=CC=C1)C=1C=NNC1 4-phenylDiazole